BrC=1N=C(N(N1)CC1=CC=C(C=C1)OC)N1N=C(C=2C1=CN=C(C2)C)C(=O)NCC2=C(C=C(C=C2)C)C 1-[5-bromo-2-[(4-methoxyphenyl)methyl]-1,2,4-triazol-3-yl]-N-[(2,4-dimethylphenyl)methyl]-5-methyl-pyrazolo[3,4-c]pyridine-3-carboxamide